tert-butyl 3-oxo-2-(1-(6-(trifluoromethyl)pyridin-3-yl)ethyl)-2,8-diazaspiro[4.5]decane-8-carboxylate O=C1N(CC2(C1)CCN(CC2)C(=O)OC(C)(C)C)C(C)C=2C=NC(=CC2)C(F)(F)F